C12CC(CC2O1)NC(OC(C)(C)C)=O t-butyl (6-oxabicyclo[3.1.0]hex-3-yl)carbamate